N1(N=CC=C1)C1=C(CN(C(OC(C)(C)C)=O)C=2C=3N(N=C(C2)Cl)C(=CN3)C(C)C)C=CC=C1 tert-butyl (2-(1H-pyrazol-1-yl)benzyl)(6-chloro-3-isopropylimidazo[1,2-b]pyridazin-8-yl)carbamate